Cl.NCCN1CCC(CC1)C(=O)NC=1SC2=C(N1)C=CC(=C2F)NS(=O)(=O)C=2SC=CC2 1-(2-aminoethyl)-N-(7-fluoro-6-(thiophene-2-sulfonamido)benzo[d]thiazol-2-yl)piperidine-4-carboxamide hydrochloride